CN1N=C2C=NC=C(C2=C1C)N=C(C1=CC=CC=C1)C1=CC=CC=C1 N-(2,3-dimethyl-2H-pyrazolo[3,4-c]pyridin-4-yl)-1,1-diphenylmethanimine